(S)-3-amino-2-fluoropropan-1-ol NC[C@@H](CO)F